3-Fluoro-4-(7-fluoro-1H-pyrrolo[3,2-c]pyridin-4-yl)-N-(4-hydroxybicyclo[2.2.2]octan-1-yl)benzamide FC=1C=C(C(=O)NC23CCC(CC2)(CC3)O)C=CC1C1=NC=C(C3=C1C=CN3)F